C[C@H]1O[C@H](CN(C1)C(=O)C=1SC(=CC1)C1=C(C(=C(C(=C1)F)F)O)F)C ((2r,6s)-2,6-dimethylmorpholino)(5-(2,4,5-trifluoro-3-hydroxyphenyl)thiophen-2-yl)methanone